[Na+].C(CCCCCCCCCCC)S(=O)(=O)[O-] Dodecanesulfonic acid sodium salt